BrC1=C(N=CN1CC(=O)N1CCN(CC1)C(=O)OC(C)(C)C)C1=CC=C(C=C1)F tert-butyl 4-{2-[5-bromo-4-(4-fluorophenyl)-1H-imidazol-1-yl]acetyl}piperazine-1-carboxylate